CC=1C=CC(=NC1)C1=NN=C(S1)N (5-methylpyridin-2-yl)-1,3,4-thiadiazol-2-amine